N-(6-cyano-1-(4-fluorophenyl)-1H-benzo[d]imidazol-2-yl)-2-(2,2,3,3-tetrafluorocyclobutyl)acetamide C(#N)C=1C=CC2=C(N(C(=N2)NC(CC2C(C(C2)(F)F)(F)F)=O)C2=CC=C(C=C2)F)C1